3-(5-Fluoro-2-((3-methoxy-1-methyl-1H-pyrazol-4-yl)amino)pyrimidin-4-yl)-1H-indol-7-amine FC=1C(=NC(=NC1)NC=1C(=NN(C1)C)OC)C1=CNC2=C(C=CC=C12)N